Cl.N[C@H]([C@@H](O)C1=C(C(=CC=C1)F)Cl)CCC (1S,2S)-2-amino-1-(2-chloro-3-fluorophenyl)pentan-1-ol hydrochloride